4-bromo-5-fluoro-N-[(4-methoxyphenyl)methyl]-3-nitro-pyridin-2-amine BrC1=C(C(=NC=C1F)NCC1=CC=C(C=C1)OC)[N+](=O)[O-]